N[C@H]1CN(CCC1)C(=O)C=1C=C2C=3N(CCNC3C1)C(=N2)C=2N(C1=CC=C(C=C1C2)C=2C=NC=CC2)CC2CC2 (R)-(3-aminopiperidin-1-yl)(2-(1-(cyclopropylmethyl)-5-(pyridin-3-yl)-1H-indol-2-yl)-5,6-dihydro-4H-imidazo[1,5,4-de]quinoxalin-8-yl)methanone